7-methoxy-N-(2-methyl-5-(5-((tetrahydrofuran-2-yl)methyl)-1,2,4-oxadiazol-3-yl)phenyl)imidazo[1,2-a]pyridine-3-carboxamide COC1=CC=2N(C=C1)C(=CN2)C(=O)NC2=C(C=CC(=C2)C2=NOC(=N2)CC2OCCC2)C